Cl.NCCCCCNC=1N=CC2=C(N1)N(C(C(=C2)C=2C(=C(C=CC2F)NS(=O)(=O)N2C[C@@H](CC2)F)F)=O)C (3R)-N-[3-[2-(5-aminopentylamino)-8-methyl-7-oxopyrido[2,3-d]pyrimidin-6-yl]-2,4-difluorophenyl]-3-fluoropyrrolidine-1-sulfonamide hydrochloride